(S)-2-(4-bromo-2-chlorophenoxy)-3-cyclopropylpropionic acid BrC1=CC(=C(O[C@H](C(=O)O)CC2CC2)C=C1)Cl